cyclohepta[1,2-b]quinoline C1=C2C=C3C(NC2=CC=C1)=CC=CC=C3